C1(=CC=CC=C1)[C@@H](C)\N=C\C(=O)OCC ethyl (2E)-{[(1R)-1-phenylethyl]imino}acetate